4-(azetidin-3-yl)-morpholine hydrochloride Cl.N1CC(C1)N1CCOCC1